3-(3-morpholinopropyl)urea O1CCN(CC1)CCCNC(N)=O